2,6-difluoro-N-(5-(3-fluoro-4-(piperazin-1-yl)quinolin-6-yl)-2-methoxypyridin-3-yl)benzenesulfonamide trifluoroacetate salt FC(C(=O)O)(F)F.FC1=C(C(=CC=C1)F)S(=O)(=O)NC=1C(=NC=C(C1)C=1C=C2C(=C(C=NC2=CC1)F)N1CCNCC1)OC